N-(2-hydroxyethyl)morpholin OCCN1CCOCC1